6-(methylthio)-4H-pyrimido[1,6-a]pyrimidin-4-one CSC1=NC=CC=2N1C(C=CN2)=O